The molecule is a 1-monoglyceride resulting from the formal condensation of the carboxy group of (11Z)-icosenoic acid (also known as gondoic acid) with one of the primary hydroxy groups of glycerol. It is an organic molecular entity and a 1-monoglyceride. CCCCCCCC/C=C\\CCCCCCCCCC(=O)OCC(CO)O